FC=1C(=C(C=O)C=C(C1)C(=O)N1C[C@H](CC1)C1=CC=C(C=C1)N1CCCC1)O |o1:13| rel-(R)-3-fluoro-2-hydroxy-5-(3-(4-(pyrrolidin-1-yl)phenyl)pyrrolidine-1-carbonyl)benzaldehyde